CC1CC(CCC1)CN=C=O 4-methyl-2-isocyanatomethyl-cyclohexane